1-dodecylhexahydro-2H-azepine-2-one C(CCCCCCCCCCC)N1C(CCCCC1)=O